1,3-dihydro-furo[3,4-c]quinoline-8-carboxamide C1OCC=2C=NC=3C=CC(=CC3C21)C(=O)N